1-(Fluoromethyl)cyclopropane-1-amine hydrochloride Cl.FCC1(CC1)N